(R)-2-[4-(3-chloro-5-trifluoroMethyl-2-pyridyloxy)phenoxy]propionic acid Methyl ester COC([C@@H](C)OC1=CC=C(C=C1)OC1=NC=C(C=C1Cl)C(F)(F)F)=O